2-(4-methoxyphenyl)-4-oxo-4-(p-tolyl)butyronitrile COC1=CC=C(C=C1)C(C#N)CC(C1=CC=C(C=C1)C)=O